ClC1=C(C=CC=C1Cl)C=1C=2N(C(=CC1)N1CCC3(CCC[C@H]3N)CC1)C=NC2 (1R)-8-[8-(2,3-dichlorophenyl)imidazo[1,5-a]pyridin-5-yl]-8-azaspiro[4.5]decan-1-amine